ClC1=CC=CN(N1)C1=CC=CC=C1 6-chloro-2-phenylpyridazin